[Sr].[Se] selenium-strontium